N1=C(N=CN=C1)NC=1NC=2N(C(C1C1=CC=C(C=C1)OC)=O)N=C(C2C2=CCCCC2)C2=CC=CC=C2 5-((1,3,5-triazin-2-yl)amino)-3-(cyclohex-1-en-1-yl)-6-(4-methoxyphenyl)-2-phenylpyrazolo[1,5-a]pyrimidin-7(4H)-one